4'-((2,6-Difluoro-4-propoxyphenyl)ethynyl)-2',3,5,6'-tetrafluoro-[1,1'-biphenyl]-4-carbonitrile FC1=C(C(=CC(=C1)OCCC)F)C#CC1=CC(=C(C(=C1)F)C1=CC(=C(C(=C1)F)C#N)F)F